O1CC[C@@H](C2=CC=CC=C12)NC(=O)C1=CC2=C(N=C(S2)C2CCNCC2)C=C1C (S)-N-(chroman-4-yl)-5-methyl-2-(piperidin-4-yl)benzo[d]thiazole-6-carboxamide